N'-(4-(3-((2-bromo-4-fluorobenzyl)oxy)oxetan-3-yl)-5-fluoro-2-methylphenyl)-N-ethyl-N-methylformimidamide BrC1=C(COC2(COC2)C2=CC(=C(C=C2F)N=CN(C)CC)C)C=CC(=C1)F